tert-butyl (R)-(tert-butoxycarbonyl)(9-((5-(3-((tert-butoxycarbonyl)amino)piperidin-1-yl)-2-(3-fluoro-4-methoxyphenyl)pyridin-4-yl)methyl)-9H-purin-6-yl)carbamate C(C)(C)(C)OC(=O)N(C(OC(C)(C)C)=O)C1=C2N=CN(C2=NC=N1)CC1=CC(=NC=C1N1C[C@@H](CCC1)NC(=O)OC(C)(C)C)C1=CC(=C(C=C1)OC)F